OCCC=1C=C(C#N)C=CC1[N+](=O)[O-] 3-(2-hydroxyethyl)-4-nitrobenzonitrile